Cl.C(OCCNC(C(CC1=CC=C(C=C1)O)N)=O)(OC1=CC=C(C=C1)C=CC1=CC(=CC(=C1)OC)OC)=O (E)-2-(2-amino-3-(4-hydroxyphenyl)propanamido)ethyl (4-(3,5-dimethoxy styryl)phenyl) carbonate Hydrochloride